N-[5-bromo-2-(2,2,2-trifluoroacetyl)phenyl]-2,2,2-trifluoroacetamide BrC=1C=CC(=C(C1)NC(C(F)(F)F)=O)C(C(F)(F)F)=O